C(C)(C)(C)OC(=O)NCCCCN(CCC(=O)O)C=1SC(=C(N1)C1=CC(=C(C=C1)Cl)Cl)CC(C)C 3-((4-(tert-butoxycarbonylamino)butyl)(4-(3,4-dichlorophenyl)-5-isobutylthiazol-2-yl)amino)propanoic acid